[Fe].[Si].[Al] aluminium silicon-iron